SC(CCOCCN1C(N(C(N(C1=O)CCOCCC(C)S)=O)CCOCCC(C)S)=O)C 1,3,5-tris(3-mercaptobutyloxyethyl)-1,3,5-triazine-2,4,6(1H,3H,5H)-Trione